4-(((Z)-5-((Z)-5-methyl-2-oxoindoline-3-ylidene)-4-oxo-3-phenyl-thiazolidin-2-ylidene)amino)benzenesulphonamide CC=1C=C2/C(/C(NC2=CC1)=O)=C/1\C(N(/C(/S1)=N/C1=CC=C(C=C1)S(=O)(=O)N)C1=CC=CC=C1)=O